6-fluoro-7-(3-{5-oxa-2-azaspiro[3.5]nonane-2-carbonyl}azetidin-1-yl)-4-oxo-1-(1,2,4-thiadiazol-5-yl)-1,4-dihydro-1,8-naphthyridine-3-carboxylic acid FC=1C=C2C(C(=CN(C2=NC1N1CC(C1)C(=O)N1CC2(C1)OCCCC2)C2=NC=NS2)C(=O)O)=O